N5-(3-(Furan-3-yl)-1H-indazol-5-yl)-4-methylisoxazole-3,5-dicarboxamide O1C=C(C=C1)C1=NNC2=CC=C(C=C12)NC(=O)C1=C(C(=NO1)C(=O)N)C